N1(CC1)CC(=O)N1C2=C(NC(C3=C1C=CC(=C3)F)=O)C=CC=C2 5-[(aziridin-1-yl)acetyl]-2-fluoro-5,10-dihydro-11H-dibenzo[b,e][1,4]diazepin-11-one